tert-butyl (1-(1-methoxyisoquinolin-4-yl)ethyl)carbamate COC1=NC=C(C2=CC=CC=C12)C(C)NC(OC(C)(C)C)=O